N-(3,5-difluorophenyl)-[1,1'-biphenyl]-4-amine FC=1C=C(C=C(C1)F)NC1=CC=C(C=C1)C1=CC=CC=C1